1-(1-phenylethyl)piperazine C1(=CC=CC=C1)C(C)N1CCNCC1